(R)-N-(3-(1-((6-amino-[3,3-bipyridin]-5-yl)oxy)ethyl)phenyl)-3,4-dimethylbenzamide NC1=C(C=C(C=N1)C=1C=NC=CC1)O[C@H](C)C=1C=C(C=CC1)NC(C1=CC(=C(C=C1)C)C)=O